(E)-4-chloro-N-(4-(8-(4-chloro-1,2,6-trimethyl-1H-benzo[d]imidazol-5-yl)-1-(methoxymethyl)indolizine-3-carbonyl)-2,6-difluorophenyl)but-2-enamide ClC/C=C/C(=O)NC1=C(C=C(C=C1F)C(=O)C1=CC(=C2C(=CC=CN12)C1=C(C2=C(N(C(=N2)C)C)C=C1C)Cl)COC)F